4-(1-(4-iodophenyl)ethoxy)-5-(methyl-carbamoyl)-1H-pyrrole-2-carboxylic acid IC1=CC=C(C=C1)C(C)OC=1C=C(NC1C(NC)=O)C(=O)O